C(C)C=1C=NC2=CC(=CN=C2C1)CN1CCN(CC1)C=1C=NC(=CC1)C(=O)N1CCCC1 3-Ethyl-7-((4-(6-(pyrrolidine-1-carbonyl)pyridin-3-yl)piperazin-1-yl)methyl)-1,5-naphthyridine